Aminoferrocen N[C-]1C=CC=C1.[CH-]1C=CC=C1.[Fe+2]